CC1=C(C=C(C(=C1)OC1=CC(=NN1C)C)Cl)N=CN(C)CC N'-[2-methyl-4-(1,3-dimethyl-1H-pyrazol-5-oxy)-5-chlorophenyl]-N-ethyl-N-methylformamidine